8-(4-Chlorophenyl)-9-(4-((1-(3-fluoropropyl)azetidin-3-yl)methyl)phenyl)-7-isopropyl-6,7-dihydro-5H-benzo[7]annulen ClC1=CC=C(C=C1)C=1C(CCC2=C(C1C1=CC=C(C=C1)CC1CN(C1)CCCF)C=CC=C2)C(C)C